(1S,2'S,6'S)-2'-methyl-6'-(1-methyltriazol-4-yl)-7-vinyl-spiro[isochromane-1,4'-piperidine] C[C@@H]1N[C@@H](C[C@]2(C1)OCCC1=CC=C(C=C12)C=C)C=1N=NN(C1)C